4-((2,4-dichloropyridin-3-yl)methyl)-4-hydroxypiperidine-1-carboxylic acid tert-butyl ester C(C)(C)(C)OC(=O)N1CCC(CC1)(O)CC=1C(=NC=CC1Cl)Cl